C(=C)OCCOCC 2-ethoxyethyl VINYL ETHER